1,3-bis{(4-amidino)-benzyloxy}-5-trifluoromethylbenzene dihydrochloride Cl.Cl.C(N)(=N)C1=CC=C(COC2=CC(=CC(=C2)C(F)(F)F)OCC2=CC=C(C=C2)C(N)=N)C=C1